1-methyl-5-(pyrimidin-5-yl)-7-(trifluoromethyl)-1,5-dihydro-4H-imidazo[4,5-c][1,8]Naphthyridin-4-one CN1C=NC=2C(N(C=3N=C(C=CC3C21)C(F)(F)F)C=2C=NC=NC2)=O